COCCN1CCN(CC1)C1=CC2=C(C=N1)CN(C2)C(=O)OC(C)(C)C tert-butyl 6-(4-(2-methoxyethyl)piperazin-1-yl)-1H-pyrrolo[3,4-c]pyridine-2(3H)-carboxylate